COCCN1N=NC(=C1)C1=CC=C(C=N1)C(=O)OC methyl 6-[1-(2-methoxyethyl)triazol-4-yl]pyridine-3-carboxylate